dimethylsilanediylbis(2-methylindenyl)zirconium dichloride [Cl-].[Cl-].C[Si](=[Zr+2](C1C(=CC2=CC=CC=C12)C)C1C(=CC2=CC=CC=C12)C)C